3-(6-hydroxy-3-pyridyl)-2-methyl-2-azabicyclo[2.2.2]Octane hydrochloride Cl.OC1=CC=C(C=N1)C1N(C2CCC1CC2)C